C(C)S(=O)(=O)C1=CC=C(C=C1)C1(COC1)NC(=O)C1=CN=CS1 N-(3-(4-(ethylsulfonyl)phenyl)oxetan-3-yl)thiazole-5-carboxamide